N(=C=O)CO[Si](OC)(OC)C1CCCC1 isocyanatocyclopentyl-trimethoxysilane